O1COC2=C1C=CC(=C2)[C@H](C)N2CCN(CC2)C2=NC=CC(=N2)[N+](=O)[O-] (S)-2-(4-(1-(benzo[d][1,3]dioxol-5-yl)ethyl)piperazin-1-yl)-4-nitropyrimidine